N-(trans-2-cyclopropyl-1-(1-(4-fluorophenyl)-1H-indazol-5-yl)pyrrolidin-3-yl)-2,2-difluoropropanamide C1(CC1)[C@@H]1N(CC[C@H]1NC(C(C)(F)F)=O)C=1C=C2C=NN(C2=CC1)C1=CC=C(C=C1)F